ClC1=NC=C(C(=C1)C1=C(C=NC(=C1)C)C(=O)NC=1SC2=C(N1)CNC2)OC 2'-chloro-5'-methoxy-6-methyl-N-{4H,5H,6H-pyrrolo[3,4-d][1,3]thiazol-2-yl}-[4,4'-bipyridine]-3-carboxamide